C1(CC1)C=1N=NN(C1)[C@H](C(=O)N1[C@@H](C[C@H](C1)O)C(=O)NC(C)C=1N=C(SC1)NC(C(C)(C)C)=O)C(C)(C)C (2S,4r)-1-[(2S)-2-(4-cyclopropyl-triazol-1-yl)-3,3-dimethyl-butyryl]-N-[1-[2-(2,2-dimethylpropionylamino)thiazol-4-yl]ethyl]-4-hydroxy-pyrrolidine-2-carboxamide